FC1=CC=C(C=C1)NC(C(C)C=1C=C2CCCN(C2=CC1)C(=O)C=1SC(=CN1)C)=O N-(4-Fluorophenyl)-2-[1-(5-methyl-1,3-thiazol-2-carbonyl)-1,2,3,4-tetrahydrochinolin-6-yl]propanamid